1-methyl-5-(trifluoromethyl)-1H-indol CN1C=CC2=CC(=CC=C12)C(F)(F)F